3-bromo-5-(1,1-dioxidothiomorpholine-4-carbonyl)benzaldehyde BrC=1C=C(C=O)C=C(C1)C(=O)N1CCS(CC1)(=O)=O